ClC=1C(=NC=C(CCl)C1)Cl 5,6-dichloronicotinyl chloride